2-azido-N,N-dimethyl-ethanamine N(=[N+]=[N-])CCN(C)C